ClC=1C=C(C=NC1)OC(F)F 5-chloro-3-(difluoromethoxy)pyridin